C12(CC3CC(CC(C1)C3)C2)C=2C(=NN3C2NC(=C(C3=O)C3=CC=C(C#N)C=C3)C3=CC=C(C=C3)C(F)(F)F)C3CC3 4-(3-adamantyl-7-oxo-2-cyclopropyl-5-(4-(trifluoromethyl)phenyl)-4,7-dihydropyrazolo[1,5-a]pyrimidin-6-yl)benzonitrile